COC1=CC=C(C=C1)/C=C/C(=O)NC1=C(C=CC=C1)OCCCC#C (E)-3-(4-methoxyphenyl)-N-(2-(pent-4-yn-1-yloxy)phenyl)acrylamide